(pyridazin-3-yl)pyridazin N1=NC(=CC=C1)C=1N=NC=CC1